BrC1=C2C(NC(=NC2=CC(=C1)C(F)(F)F)CF)=O 5-bromo-2-(fluoromethyl)-7-(trifluoromethyl)quinazolin-4(3H)-one